2-(2-(prop-2-yn-1-yloxy)ethoxy)ethan C(C#C)OCCOCC